CC1=CC=C(C=C1)S(=O)(=O)OCCC(CCO[Si](C)(C)C(C)(C)C)(C)C 5-((tert-butyldimethylsilyl)oxy)-3,3-dimethylpentyl 4-methylbenzenesulfonate